(E)-2-(1-(4-(2-chloro-4-fluorophenoxy)benzylidene)-5-fluoro-2-methyl-1H-inden-3-yl)acetic acid ClC1=C(OC2=CC=C(\C=C\3/C(=C(C4=CC(=CC=C34)F)CC(=O)O)C)C=C2)C=CC(=C1)F